1-bromo-2-(2-chloroethyl)-3-nitrobenzene BrC1=C(C(=CC=C1)[N+](=O)[O-])CCCl